8-tert-butyl 2-methyl (1S,5R)-4-oxo-3,8-diazabicyclo[3.2.1]octane-2,8-dIcarboxylate O=C1NC([C@@H]2CC[C@H]1N2C(=O)OC(C)(C)C)C(=O)OC